cyclododecyn C1#CCCCCCCCCCC1